tert-butyl (3-((5,7-Dimethyl-4-oxo-4,5-dihydro-3H-pyridazino[4,5-b]indol-3-yl)methyl)phenyl)carbamate CN1C2=C(C=3C=CC(=CC13)C)C=NN(C2=O)CC=2C=C(C=CC2)NC(OC(C)(C)C)=O